t-butyltriphenylurea C(C)(C)(C)N(C(N(C1=CC=CC=C1)C1=CC=CC=C1)=O)C1=CC=CC=C1